FC=1C=CC(=C(C1)B1OC(C(O1)(C)C)(C)C)C(C)C (5-fluoro-2-isopropylphenyl)-4,4,5,5-tetramethyl-1,3,2-dioxaborolan